C1(=CC=CC=C1)C1=CC=CC=2C=CC3=CC=CC(=C3C12)C1=CC=CC=C1 4,5-diphenyl-phenanthrene